C(C)N1N=C(C(=C1)C1=NC(=NC=C1F)NC1=CC=C(C=C1)N1CCN(CC1)C(=O)OC(C)(C)C)C=1C=NC=CC1 tert-Butyl 4-(4-((4-(1-ethyl-3-(pyridin-3-yl)-1H-pyrazol-4-yl)-5-fluoropyrimidin-2-yl)amino)phenyl)piperazine-1-carboxylate